CN1N=C(C=C1C)NC1=NC=C(C(=N1)C1=CNC2=C(C=CC=C12)NC(CN1C[C@H](CC1)OC1=NC(=NC=C1)NOC)=O)C (S)-N-(3-(2-((1,5-dimethyl-1H-pyrazol-3-yl)amino)-5-methylpyrimidin-4-yl)-1H-indol-7-yl)-2-(3-((2-(methoxyamino)pyrimidin-4-yl)oxy)pyrrolidin-1-yl)acetamide